OC(CC=C(C(=O)N)C)C (2-hydroxypropyl)-methacrylamide